OC1(CCC2(OCCO2)CC1)CC1=C(C=O)C=CC=C1 2-((8-hydroxy-1,4-dioxaspiro[4.5]decan-8-yl)methyl)benzaldehyde